[Mn].[Se] selenium-manganese salt